methyl (5-((6-(4-hydroxypiperidin-1-yl)pyridin-3-yl)thio)-1H-benzo[d]imidazol-2-yl)carbamate hydrochloride salt Cl.OC1CCN(CC1)C1=CC=C(C=N1)SC1=CC2=C(NC(=N2)NC(OC)=O)C=C1